N[C@H](CO)C1OCCC1 (2R)-2-amino-2-(oxolan-2-yl)ethanol